C(#N)/C(=C\1/SCC(S1)C1=C(C=C(C=N1)NC(OC(C)(C)C)=O)F)/N1N=CN=C1 Tertiary-butyl (E)-(6-{2-[cyano(1H-1,2,4-triazol-1-yl)methylene]-1,3-dithiolan-4-yl}-5-fluoropyridin-3-yl)carbamate